3-((1-methyl-9-(1,2,3,6-tetrahydropyridin-4-yl)-6,7-dihydro-5H-benzo[c][1,2,3]triazolo[1,5-a]azepin-7-yl)amino)benzonitrile 2,2,2-trifluoroacetate FC(C(=O)O)(F)F.CC=1N=NN2C1C1=C(C(CC2)NC=2C=C(C#N)C=CC2)C=C(C=C1)C=1CCNCC1